BrC1=CN=CC=2[C@@H](CCCC12)NC(=O)NC1CC1 (R)-1-(4-bromo-5,6,7,8-tetrahydroisoquinolin-8-yl)-3-cyclopropylurea